CS(=O)(=O)C=1C=CC=C2C(=CNC12)C1=NC(=NC=C1C(F)(F)F)N[C@@H]1C[C@@H](CNC1)NC(CC)=O N-[(3S,5R)-5-[[4-(7-methylsulfonyl-1H-indol-3-yl)-5-(trifluoromethyl)pyrimidin-2-yl]amino]-3-piperidyl]propanamide